C(CCC)N(CCCCO)C1=CC=CC=C1 4-(butyl-(phenyl)amino)butane-1-ol